5-hydroxymethoxymethyl-1-aza-3,7-dioxabicyclo[3.3.0]octane OCOCC12COCN2COC1